2-((2R,3S,4S,5R)-3-(3,4-difluoro-2-methylphenyl)-4-(methoxymethoxy)-5-methyl-5-(trifluoromethyl)tetrahydrofuran-2-yl)-4-oxo-1,4-dihydro-1,6-naphthyridine-5-carboxamide FC=1C(=C(C=CC1F)[C@H]1[C@@H](O[C@]([C@H]1OCOC)(C(F)(F)F)C)C=1NC=2C=CN=C(C2C(C1)=O)C(=O)N)C